7-chloro-4,4-difluoro-2,3,4,5-tetrahydro(5-2H)-1H-1-benzoazepin-5-ol ClC=1C=CC2=C(C(C(CCN2)(F)F)(O)[2H])C1